N-(3-(2,3-Dichloropyridin-4-yl)-2-methylphenyl)-1-methyl-4,5,6,7-tetrahydro-1H-imidazo[4,5-c]pyridine-2-carboxamide ClC1=NC=CC(=C1Cl)C=1C(=C(C=CC1)NC(=O)C=1N(C2=C(CNCC2)N1)C)C